C(C)(C)(C)OC(=O)N1CC(N(CC1)C(=O)C1=CC(=NC=[N+]1[O-])CO[Si](C)(C)C(C)(C)C)(C)C 6-[4-(tert-butoxycarbonyl)-2,2-dimethylpiperazine-1-carbonyl]-4-{[(tert-butyldimethylsilyl)oxy]methyl}pyrimidin-1-ium-1-olate